ClC(C(=O)O)CCCl 2,4-dichlorobutyric acid